N-tetradecyl-N,N-diethyl-N-benzyl-ammonium bromide [Br-].C(CCCCCCCCCCCCC)[N+](CC1=CC=CC=C1)(CC)CC